FC(COC=1C(=NC=CC1)OC1=CC=2N(C=C1)N=C(C2C(F)(F)F)C(=O)N)(F)F 5-((3-(2,2,2-trifluoroethoxy)pyridin-2-yl)oxy)-3-(trifluoromethyl)pyrazolo[1,5-a]pyridine-2-carboxamide